(S)-2-amino-3-(3-bromophenyl)propionic acid N[C@H](C(=O)O)CC1=CC(=CC=C1)Br